[F].P(O)(=O)(F)F difluoro-phosphoric acid fluorine